4-[(1S)-1-[[1-[(3R)-3-[3-(Trifluoromethyl)phenoxy]pyrrolidin-1-yl]-4,4-difluorocyclohexane-1-carbonyl]amino]ethyl]benzoic acid FC(C=1C=C(O[C@H]2CN(CC2)C2(CCC(CC2)(F)F)C(=O)N[C@@H](C)C2=CC=C(C(=O)O)C=C2)C=CC1)(F)F